FC(C1=CC=CC(=N1)NC(=O)C1=CC2=CN(N=C2C=C1OC(C)C)[C@@]12CO[C@@](CC1)(C2)C)F N-(6-(difluoromethyl)pyridin-2-yl)-6-isopropoxy-2-((1S,4S)-1-methyl-2-oxabicyclo[2.2.1]hept-4-yl)-2H-indazole-5-carboxamide